C1(=C(C=CC=C1)C1=C(C2=C([Se]C3=C2C=CC=C3)C=C1)C1=C(C=CC=C1)C1=NN=NC(=C1C1=C(C=CC=C1)C1=CC=CC=C1)C1=CC=CC=C1)C1=CC=CC=C1 (biphenylyl){[phenyl(biphenylyl)triazinyl]Phenyl}dibenzoselenophene